(S)-1-(3-(trifluoromethyl)pyridin-2-yl)pyrrolidin FC(C=1C(=NC=CC1)N1CCCC1)(F)F